ClC1=NN(C=C1)C1=C(C(=NN(C1=O)C1=C(C=C(C=C1C)C(F)(F)F)C)C(=O)OCC)O ethyl 5-(3-chloro-1H-pyrazol-1-yl)-1-[2,6-dimethyl-4-(trifluoromethyl)phenyl]-4-hydroxy-6-oxo-1,6-dihydropyridazin-3-carboxylate